(Z)-N-(2,6-dimethylphenyl)-2-hydroxyimino-propanamide CC1=C(C(=CC=C1)C)NC(\C(\C)=N/O)=O